CC1(C[C@H](CO1)OC1=NN(C=C1NC=1N=CC2=C(N1)N(C(=C2)C#N)[C@H]2COC[C@@H]2C)C([2H])([2H])[2H])C 2-((3-(((R)-5,5-dimethyltetrahydrofuran-3-yl)oxy)-1-(methyl-d3)-1H-pyrazol-4-yl)amino)-7-((3R,4R)-4-methyltetrahydrofuran-3-yl)-7H-pyrrolo[2,3-d]pyrimidine-6-carbonitrile